2-bromo-1-chloro-3-isothiocyanatobenzene BrC1=C(C=CC=C1N=C=S)Cl